CC(CN1C=NC=2C(=NC=3C=CC=CC3C21)N)C 1-(2-METHYLPROPYL)-1H-IMIDAZO[4,5-C]QUINOLIN-4-AMINE